2-cyanoethyl-trifluorosilane C(#N)CC[Si](F)(F)F